tert-butyl N-[(1r,4r)-4-[(1S)-1-{2-[2-(2,6-dioxopiperidin-3-yl)-1-oxo-3H-isoindol-4-yl]ethynyl}-6-azaspiro[2.5]octane-6-carbonyl]cyclohexyl]carbamate O=C1NC(CCC1N1C(C2=CC=CC(=C2C1)C#C[C@H]1CC12CCN(CC2)C(=O)C2CCC(CC2)NC(OC(C)(C)C)=O)=O)=O